rac-(1S*,2S*)-6'-chloro-2',3'-dihydrospiro[cyclopropane-1,1'-indene]-2-carboxylic acid ClC1=CC=C2CC[C@@]3(C2=C1)[C@H](C3)C(=O)O |r|